Phenyl-zirconium dichloride [Cl-].[Cl-].C1(=CC=CC=C1)[Zr+2]